N-(biphen-4-yl)-9,9-dimethyl-N-(4-(9-phenyl-9H-carbazol-3-yl)phenyl)-9H-fluoren-2-amine C1(=CC=C(C=C1)C1=CC=CC=C1)N(C1=CC=2C(C3=CC=CC=C3C2C=C1)(C)C)C1=CC=C(C=C1)C=1C=CC=2N(C3=CC=CC=C3C2C1)C1=CC=CC=C1